NC1=C(C(=CC(=N1)C=1C=C2[C@H](N(C(C2=CC1)=O)C1C(NC(CC1)=O)=O)C)C)C 3-((R)-5-(6-amino-4,5-dimethylpyridin-2-yl)-3-methyl-1-oxoisoindolin-2-yl)piperidine-2,6-dione